4-((10H-benzo[b]pyrido[2,3-e][1,4]thiazin-10-yl)methyl)-N'-methylbenzhydrazide N1=CC=CC2=C1N(C1=C(S2)C=CC=C1)CC1=CC=C(C(=O)NNC)C=C1